C(C)(C)OC(N[C@@H]1CC[C@H](CC1)C=1SC(=CN1)C1=C(C=C(C=C1)C(=O)N1CCCC1)S(NCC)(=O)=O)=O Trans-N-[4-[5-[4-pyrrolidin-1-ylcarbonyl-2-(ethylsulfamoyl)phenyl]thiazol-2-yl]cyclohexyl]carbamic acid isopropyl ester